4'-((4-(diethylcarbamoyl)pyridin-2,6-diyl)bis(1H-1,2,3-triazole-4,1-diyl))bis(2-hydroxybenzoic acid) C(C)N(C(=O)C1=CC(=NC(=C1)C=1N=NN(C1)C=1C(=C(C(=O)O)C=CC1)O)C=1N=NN(C1)C=1C(=C(C(=O)O)C=CC1)O)CC